FC=1C=C(C=CC1)N(S(=O)(=O)C=1C=C2C(CC(OC2=CC1)C1CCOCC1)O)CC(C)C N-(3-fluorophenyl)-4-hydroxy-N-isobutyl-2-(tetrahydro-2H-pyran-4-yl)chroman-6-sulfonamide